6-(2,4-difluorophenoxy)-2-(methylthio)-8,9-dihydroimidazo[1',2':1,6]pyrido[2,3-d]pyrimidine FC1=C(OC2=CC3=C(N=C(N=C3)SC)N3C2=NCC3)C=CC(=C1)F